C1(CC1)[C@H]1[C@@H](CNC1)C#N rel-(trans)-4-cyclopropylpyrrolidine-3-carbonitrile